[Cl-].C(CCCCCCC)[N+]1=CC=C(C=C1)CC 1-octyl-4-ethylpyridinium chloride